(allyloxy)ethan-1-ol C(C=C)OC(C)O